CC1=CC=C(C=C1)/C(=N/O)/Cl N-hydroxy-4-methylbenzimidoyl chloride